OC1(CC(C1)C(=O)N)CO 3-hydroxy-3-(hydroxymethyl)cyclobutane-1-carboxamide